CC=1SC2=C(N1)C=C(C(=C2)N(CCOCCO)C(C)C)C 2-(2-((2,5-dimethylbenzo[d]thiazol-6-yl)(isopropyl)amino)ethoxy)ethane-1-ol